ClC1=NC=C(C(=C1)NCC[C@H](C)OC1=C(C=NN1C)C1=NC=CC(=N1)N)C1=NN(C=C1)CC(F)(F)F (S)-2-(5-((4-((2-chloro-5-(1-(2,2,2-trifluoroethyl)-1H-pyrazol-3-yl)pyridin-4-yl)amino)butan-2-yl)oxy)-1-methyl-1H-pyrazol-4-yl)pyrimidin-4-amine